Acetyl-Salicylic Acid C(C)(=O)OC=1C(C(=O)O)=CC=CC1